8,9-difluoro-2,3,4,5-tetrahydrophenanthridine-1,6-dione FC=1C=C2C(NC=3CCCC(C3C2=CC1F)=O)=O